4-[([3-carbamoyl-1H-pyrazolo[4,3-d]pyrimidin-7-yl]amino)methyl]-phenylphosphonic acid C(N)(=O)C1=NNC2=C1N=CN=C2NCC2=CC=C(C=C2)P(O)(O)=O